BrC1=C2C=CNC2=C(C=C1)CO (4-bromo-1H-indol-7-yl)-methanol